COC=1C=C2C[C@H](CC2=CC1)N (2S)-5-methoxyindan-2-amine